FC1=C2C(=CNC2=CC=C1)C1N(CCN(C1)C1=CC=CC=C1)C(=O)N (4-fluoro-1H-indol-3-yl)-4-phenylpiperazine-1-carboxamide